2-(4-fluoro-2-methyl-phenoxy)-N-(2-methoxy-4-pyridinyl)-5-(trifluoromethyl)pyridine-3-carboxamide FC1=CC(=C(OC2=NC=C(C=C2C(=O)NC2=CC(=NC=C2)OC)C(F)(F)F)C=C1)C